FC(C1=C(C=CC=C1)S(=O)(=O)OCOS(=O)(=O)C1=C(C=CC=C1)C(F)(F)F)(F)F methylene bis(2-trifluoromethylbenzenesulfonate)